diallyl-dichloroacetamide C(C=C)N(C(C(Cl)Cl)=O)CC=C